(±)-(4Z)-4-(1,3-Benzothiazol-6-ylmethylene)-2-[[trans-2-methoxyindan-1-yl]amino]-1H-imidazol-5-one S1C=NC2=C1C=C(C=C2)\C=C\2/N=C(NC2=O)N[C@H]2[C@@H](CC1=CC=CC=C21)OC |r|